6-piperazin-1-yl-2-(4-trifluoromethyl-pyridin-2-yl)-3H-quinazolin-4-one N1(CCNCC1)C=1C=C2C(NC(=NC2=CC1)C1=NC=CC(=C1)C(F)(F)F)=O